(S)-N-(4-chlorophenyl)-1-(3-methoxy-4-(4-methyl-1H-imidazol-1-yl)benzoyl)pyrrolidine-2-carboxamide ClC1=CC=C(C=C1)NC(=O)[C@H]1N(CCC1)C(C1=CC(=C(C=C1)N1C=NC(=C1)C)OC)=O